Methyl 2-[acetyl(2-chlorobenzyl)amino]-4,7-dihydro-5H-spiro[1-benzothiophene-6,2'-[1,3]dioxolane]-3-carboxylate C(C)(=O)N(C=1SC2=C(C1C(=O)OC)CCC1(OCCO1)C2)CC2=C(C=CC=C2)Cl